C(CCCCCCCCCCC)NC1=CC=C(C=C1)NCCCCCCCCCCCC 1,4-Didodecylaminobenzene